COC(C(O)(C(O)C(=O)OC)C(C1=CC=CC=C1)=O)=O Di-O-methylbenzoyl-tartaric acid